C(CCCCC1CO1)NC (N-6,7-epoxyheptyl)methylamine